(R or S)-3-((6-bromo-2-((3R,3'R)-3'-hydroxy-1,4-dihydro-2H-spiro[isoquinoline-3,4'-piperidine]-1'-carbonyl)imidazo[1,2-a]pyrazin-8-yl)oxy)-1-methylpyrrolidin-2-one BrC=1N=C(C=2N(C1)C=C(N2)C(=O)N2C[C@H]([C@@]1(CC2)NCC2=CC=CC=C2C1)O)O[C@H]1C(N(CC1)C)=O |o1:29|